C(C)OC(=O)C1=C(N=C(S1)C1=CC(=C(C=C1)O)C=O)C 2-(3-formyl-4-hydroxyphenyl)-4-methylthiazole-5-carboxylic acid ethyl ester